5-(dimethylsulfamoyl)-N-(5-methyl-1,3-thiazol-2-yl)-2-pyrrolidin-1-ylbenzamide CN(S(=O)(=O)C=1C=CC(=C(C(=O)NC=2SC(=CN2)C)C1)N1CCCC1)C